FC1=C(C(=O)OC)C(=CC(=C1)CC(C)C)N1C[C@@H](N(CC1)CC=1N=NC=CC1)CF (R)-methyl 2-fluoro-6-(3-(fluoromethyl)-4-(pyridazin-3-ylmethyl)piperazin-1-yl)-4-isobutylbenzoate